COC=1N=CC2=C(N1)C=CS2C2=C(C=CC=C2)C(F)(F)F 2-methoxy-5-(trifluoromethylphenyl)thieno[3,2-d]pyrimidine